C(#N)C(CCC(=O)N)(C)SC(=S)C1=CC=CC=C1 4-cyano-4-(phenylthiocarbonylthio)valeramide